gentisic acid C(C=1C(O)=CC=C(O)C1)(=O)O